ClC=1C=C(C=CC1OC(F)(F)F)NC1=NC=C(C(=N1)NC1=CC(=CC=C1)OC)C(F)(F)F N2-(3-chloro-4-(trifluoromethoxy)phenyl)-N4-(3-methoxyphenyl)-5-(trifluoromethyl)pyrimidine-2,4-diamine